N1=C2N(C=C1C=1C=C(C=CC1F)S(=O)(=O)N(C)CC1=CC=C(C=C1)OC)CCC2 3-(6,7-dihydro-5H-pyrrolo[1,2-a]imidazol-2-yl)-4-fluoro-N-[(4-methoxyphenyl)methyl]-N-methylbenzenesulfonamide